ClC1=C(C=CC=C1C#N)C1=CC=C(C=C1)C(=O)N1[C@@H](C/C(/C1)=N/OC)C(C)O (S,Z)-2-Chloro-4'-(2-(1-hydroxyethyl)-4-(methoxyimino)pyrrolidine-1-carbonyl)-[1,1'-biphenyl]-3-carbonitrile